FC(C1=NNC=C1)(F)F 3-(trifluoromethyl)pyrazol